C12COCC(CCC1)N2 3-oxa-9-azabicyclo[3.3.1]nonan